C(C)N1CCN(CC1)C1=C(C=CC(=C1)F)CN (2-(4-ethylpiperazin-1-yl)-4-fluorophenyl)methanamine